6-chloro-5'-(5-chloro-2-methylphenyl)-2'-(2-(ethyl-(methyl)amino)-4-methoxypyrimidin-5-yl)-3'-isopropyl-3'H-spiro[indoline-3,4'-pyrrolo[3,4-d]imidazole]-2,6'(5'H)-dione ClC1=CC=C2C(=C1)NC(C21N(C(C=2N=C(N(C21)C(C)C)C=2C(=NC(=NC2)N(C)CC)OC)=O)C2=C(C=CC(=C2)Cl)C)=O